ClC=1C(=C(C=C(C1)C1=C(C=C(C=C1C)F)C)[C@H](CC(=O)O)NC(C(CC(C)C)N1C(C(=CC(=C1)CCN(C)C)F)=O)=O)F (3S)-3-(5-chloro-4,4'-difluoro-2',6'-dimethylbiphenyl-3-yl)-3-(2-(5-(2-(dimethylamino)ethyl)-3-fluoro-2-oxopyridin-1(2H)-yl)-4-methylpentanamido)propanoic acid